C1(=CC=CC=C1)C=1N=NN(N1)CC(=O)N=C=O 2-(5-phenyl-2H-tetrazol-2-yl)acetyl isocyanate